7-Hydroxy-10-(4-(hydroxymethyl)-2-nitrophenyl)-5,5-dimethyldibenzo[b,e]silin-3(5H)-one OC1=CC2=C(C(=C3C([Si]2(C)C)=CC(C=C3)=O)C3=C(C=C(C=C3)CO)[N+](=O)[O-])C=C1